4-(methoxycarbonyl)-phenyl-boronic acid COC(=O)C1=CC=C(C=C1)B(O)O